tert-butyl (2-(2-aminoethoxy)ethoxy)carbamate NCCOCCONC(OC(C)(C)C)=O